(3-((3-methyl-6-((1-methyl-1H-pyrazol-4-yl)amino)pyrazin-2-yl)oxy)phenyl)carbamic acid tert-butyl ester C(C)(C)(C)OC(NC1=CC(=CC=C1)OC1=NC(=CN=C1C)NC=1C=NN(C1)C)=O